C1(CCC1)C1CN(C1)[C@@H]1[C@H](CCCC1)OC=1C=C2CN(C(C2=CC1)=O)C1C(NC(CC1)=O)=O 3-(5-(((1S,2S)-2-(3-cyclobutylazetidin-1-yl)cyclohexyl)oxy)-1-oxoisoindolin-2-yl)piperidine-2,6-dione